O1C(CCCC1)OC1CCC2=CC(=CC=C12)CO (1-((Tetrahydro-2H-pyran-2-yl)oxy)-2,3-dihydro-1H-inden-5-yl)methanol